(1R,3S)-3-(3-{[(6-methylpyridin-3-yl)acetyl]amino}-1H-pyrazol-5-yl)cyclopentyl[(2ξ)-1,1,1-trifluorobutan-2-yl]carbamate CC1=CC=C(C=N1)CC(=O)NC1=NNC(=C1)[C@@H]1C[C@@H](CC1)N(C([O-])=O)C(C(F)(F)F)CC